2,6-Diisopropylphenyl 4-Hydroxybutanoate OCCCC(=O)OC1=C(C=CC=C1C(C)C)C(C)C